COP(=O)OP(=O)O diphosphonic acid methyl ester